1'-(2,2,2-trifluoroethyl)spiro[cyclobutane-1,3'-indolin]-2'-one FC(CN1C(C2(C3=CC=CC=C13)CCC2)=O)(F)F